C(C)(C)(C)OC(NCC1(CCC(CC1)S(=O)(=O)C)C#N)=O tert-butyl(((1r*,4r*)-1-cyano-4-(methylsulfonyl)cyclohexyl)methyl)carbamate